N12CCC(CC1)(CC2)COC(=O)N2[C@H](C1=CC=CC=C1CC2)C2=CC=C(C=C2)O (S)-1-(4-hydroxyphenyl)-3,4-dihydroisoquinoline-2(1H)-carboxylic acid quinuclidin-4-ylmethyl ester